NCCOC12CC3(CC(CC(C1)(C3)C)(C2)C)CN2N=CC(=C2C)C=2C(=NC(=CC2)N2CC3=C(C=CC=C3CC2)C(NC=2SC3=C(N2)C=CC=C3)=O)C(=O)O (1-((3-(2-aminoethoxy)-5,7-dimethyladamantan-1-yl)methyl)-5-methyl-1H-pyrazol-4-yl)-6-(8-(benzo[d]thiazol-2-ylcarbamoyl)-3,4-dihydroisoquinolin-2(1H)-yl)picolinic acid